3-(4-chlorophenyl)-1-methyl-N-(3-(pyrrolidin-1-yl)propyl)-1H-thieno[2,3-c]pyrazole-5-carboxamide ClC1=CC=C(C=C1)C=1C2=C(N(N1)C)SC(=C2)C(=O)NCCCN2CCCC2